N,N-dimethylaminochloropropane hydrochloride Cl.CN(C)C(CC)Cl